C(C1=CC=CC=C1)N(C[C@H](CCNCC)O)CCCCN(C[C@H](CCNCC)O)CC1=CC=CC=C1 (6S,15S)-8,13-dibenzyl-3,8,13,18-tetraazaeicosane-6,15-diol